CC1=C(C(=O)C2=C(C=CC=C2)P(O)(O)=O)C(=CC(=C1)C)C 2,4,6-trimethylbenzoyl-phenylphosphonic acid